2,6-dimethoxy-4-methylbenzene COC1=CC(=CC(=C1)C)OC